(R)-5-HYDROXY-N,N-BIS(4-METHOXYBENZYL)PENTANE-2-SULFONAMIDE OCCC[C@@H](C)S(=O)(=O)N(CC1=CC=C(C=C1)OC)CC1=CC=C(C=C1)OC